C(C)(=O)OC(ON)([SiH](CC)CC)OC(C)=O diacetoxydiethyl-aminoxymethylsilane